OCC(C=O)(C)C 3-hydroxy-2,2-dimethylpropanal